2-chloro-5-(1,1,2,2,2-pentafluoroethyl)pyridine ClC1=NC=C(C=C1)C(C(F)(F)F)(F)F